5-piperazinyl-1,10-phenanthroline N1(CCNCC1)C1=C2C=CC=NC2=C2N=CC=CC2=C1